5-{7-[2-(3,3-difluoroazetidin-1-yl)ethoxy]-1-fluoro-3-hydroxynaphthalen-2-yl}-1λ6,2,5-thiadiazolidine-1,1,3-trione FC1(CN(C1)CCOC1=CC=C2C=C(C(=C(C2=C1)F)N1CC(NS1(=O)=O)=O)O)F